sodium benzenesulfonate salt C1(=CC=CC=C1)S(=O)(=O)[O-].[Na+]